O1C[C@H](C12CCC2)N2C[C@@H](CC2)C2CC21N(CCC(C1)C(=O)N)C(=O)C1=NNC(=C1)C1=CC(=NC=C1F)OC ((S)-1-((R)-1-oxaspiro[3.3]heptan-3-yl)pyrrolidin-3-yl)-4-(5-(5-fluoro-2-methoxypyridin-4-yl)-1H-pyrazole-3-carbonyl)-4-azaspiro[2.5]octane-7-carboxamide